N1(CCCCC1)C1=CC2=C(NC=N2)C=C1 5-(piperidin-1-yl)-1H-benzo[d]imidazole